2-Chloro-4-{6-[2-(7-fluoro-4-methoxy-2-methyl-indol-1-yl)-ethylamino]-pyrimidin-4-yl}-6-methyl-benzoic acid ClC1=C(C(=O)O)C(=CC(=C1)C1=NC=NC(=C1)NCCN1C(=CC2=C(C=CC(=C12)F)OC)C)C